NC=1C=C(C=C2C=C(N=CC12)NC(=O)[C@@H]1[C@H](C1)C=1C=NN(C1)C)C=1C(=NC=CC1C)C1=CC=NN1C (1S,2S)-N-(8-amino-6-(4-methyl-2-(1-methyl-1H-pyrazol-5-yl)pyridin-3-yl)isoquinolin-3-yl)-2-(1-methyl-1H-pyrazol-4-yl)cyclopropanecarboxamide